tert-butyl 4-[(3R)-1-[7-({8-fluoro-2-methylimidazo[1,2-a]pyridin-6-yl} carbamoyl)-2-methylindazol-4-yl]pyrrolidin-3-yl]piperazine-1-carboxylate FC=1C=2N(C=C(C1)NC(=O)C1=CC=C(C3=CN(N=C13)C)N1C[C@@H](CC1)N1CCN(CC1)C(=O)OC(C)(C)C)C=C(N2)C